ClC=1C(=C(C(=O)N2CC=3C=C(N=CC3CC2)N(C(C=C)=O)C)C(=CC1OC)O)C N-(6-(3-Chloro-6-hydroxy-4-methoxy-2-methylbenzoyl)-5,6,7,8-tetrahydro-2,6-naphthyridin-3-yl)-N-methylacrylamide